glucose distearate C(CCCCCCCCCCCCCCCCC)(=O)O.C(CCCCCCCCCCCCCCCCC)(=O)O.O=C[C@H](O)[C@@H](O)[C@H](O)[C@H](O)CO